C1(=CC=CC=C1)C(C=O)SC(C1=CC=CC=C1)(C1=CC=CC=C1)C1=CC=CC=C1 2-Phenyl-2-(tritylthio)acetaldehyde